S(=O)(=O)([O-])SSS(=O)(=O)[O-].[K+].[K+] potassium tetrathionate